NC1=NC=2C=C(C=CC2C2=C1N=C(N2CC(C)(O)C)CCCC)CC2=CC=C(C=C2)C(CN)(C)C 1-(4-amino-7-(4-(1-amino-2-methylpropan-2-yl)benzyl)-2-butyl-1H-imidazo[4,5-c]quinolin-1-yl)-2-methylpropan-2-ol